CN(C1=CC=2N(C(C(=C(N2)C(F)(F)F)C=2C=NN(C2)CC(C(F)(F)F)(F)F)=O)C=C1)C 8-(dimethylamino)-3-(1-(2,2,3,3,3-pentafluoropropyl)-1H-pyrazol-4-yl)-2-(trifluoromethyl)-4H-pyrido[1,2-a]pyrimidin-4-one